CC1=NN2C(N=C(C3=CC=CC=C23)NC(C(O)(C2=CC=CC=C2)C2=CC=CC=C2)C)=C1 2-((2-methylpyrazolo[1,5-a]quinazolin-5-yl)amino)-1,1-diphenylpropan-1-ol